(R)-6-(5-((2-(4-methyl-1-oxo-1,3-dihydroisobenzofuran-5-yl)morpholino)methyl)-1,3,4-oxadiazol-2-yl)nicotinonitrile CC1=C2COC(C2=CC=C1[C@H]1OCCN(C1)CC1=NN=C(O1)C1=NC=C(C#N)C=C1)=O